4-amino-N-(2-cyanocyclopentyl)-3-methyl-N-((5-(trifluoromethyl)pyridin-2-yl)methyl)-1,3-dihydrofuro[3,4-c]quinoline-8-carboxamide NC1=NC=2C=CC(=CC2C2=C1C(OC2)C)C(=O)N(CC2=NC=C(C=C2)C(F)(F)F)C2C(CCC2)C#N